triethylmethylammonium iodobromosalicylate borate B([O-])([O-])[O-].IC1=C(C(C(=O)[O-])=CC=C1)OBr.C(C)[N+](C)(CC)CC.C(C)[N+](CC)(CC)C.C(C)[N+](CC)(CC)C.C(C)[N+](CC)(CC)C